tert-butyl methyl(2-((4-((3-methyl-4-((1-methylbenzimidazol-5-yl)oxy)phenyl)amino)pyrimidin-5-yl)oxy)ethyl)carbamate CN(C(OC(C)(C)C)=O)CCOC=1C(=NC=NC1)NC1=CC(=C(C=C1)OC1=CC2=C(N(C=N2)C)C=C1)C